C(N)(OC1CC(N(CC1)CC(CN1N=CN=C1)(O)C1=C(C=C(C=C1)F)F)C(C)(C)C)=O Tert-butyl-(1-(2-(2,4-difluorophenyl)-2-hydroxy-3-(1H-1,2,4-triazol-1-yl)propyl)piperidin-4-yl) carbamate